C1=NC=CC2=C(C=CC=C12)NC(=S)N[C@@H]1CN(C[C@H]1C1=CC=CC=C1)CC1=CC=CC=C1 |r| (±)-trans-1-isoquinolin-5-yl-3-(1-benzyl-4-phenylpyrrolidin-3-yl)thiourea